N-t-butoxycarbonyl-2,6-difluoro-4-hydroxybenzylamine C(C)(C)(C)OC(=O)NCC1=C(C=C(C=C1F)O)F